4-chlorophenoxyacetic acid, 4-chlorophenoxyacetic acid salt ClC1=CC=C(OCC(=O)O)C=C1.ClC1=CC=C(OCC(=O)O)C=C1